IC(C(OC(F)(F)F)(F)F)(F)F 2-iodo-1-(trifluoromethoxy)tetrafluoroethane